7-(4-bromobenzoyl)indoline-2-one BrC1=CC=C(C(=O)C=2C=CC=C3CC(NC23)=O)C=C1